1-(4-[(2-Chloro-6-fluorophenyl)carbamoyl]-2-fluoro-5-{[(2S)-1,1,1-trifluoropropan-2-yl]oxy}phenyl)-5-oxo-4-propyl-4,5-dihydro-1H-1,2,4-triazol ClC1=C(C(=CC=C1)F)NC(=O)C1=CC(=C(C=C1O[C@H](C(F)(F)F)C)N1N=CN(C1=O)CCC)F